ClC1=C(C=C(C=2C3=C(N(C12)C)CCNC(C3C)=O)NC([C@H](C)O)=O)Cl (2S)-N-(7,8-Dichloro-1,6-dimethyl-2-oxo-1,2,3,4,5,6-hexahydroazepino[4,5-b]indol-10-yl)-2-hydroxypropanamide